(3R,6S)-isobutyl 6-(4-aminobutyl)-3-(cyclohexylmethyl)-4,7-dioxo-8-pentylhexahydropyrazino[2,1-c][1,2,4]oxadiazine-1(6H)-carboxylate NCCCC[C@H]1C(N(CC2N(O[C@@H](C(N21)=O)CC2CCCCC2)C(=O)OCC(C)C)CCCCC)=O